(S)-3-cyano-3-methyl-2,3-dihydrobenzofuran-5-carboxylic acid C(#N)[C@]1(COC2=C1C=C(C=C2)C(=O)O)C